methyl 3,3-dimethyl-2-oxo-2,3-dihydro-1H-pyrrolo[3,2-b]pyridine-6-carboxylate CC1(C(NC=2C1=NC=C(C2)C(=O)OC)=O)C